3-[2-[4-(3-chloro-2-fluoro-anilino)-6-nitro-quinazolin-7-yl] ethynyl]-3-methoxy-pyrrolidine-1-carboxylate ClC=1C(=C(NC2=NC=NC3=CC(=C(C=C23)[N+](=O)[O-])C#CC2(CN(CC2)C(=O)[O-])OC)C=CC1)F